The molecule is an S-acyl-4'-phosphopantetheine obtained by deprotonation of the phosphate OH groups of S-hexadecanoyl-4'-phosphopantetheine; major species at pH 7.3. It is a conjugate base of a S-hexadecanoyl-4'-phosphopantetheine. CCCCCCCCCCCCCCCC(=O)SCCNC(=O)CCNC(=O)[C@@H](C(C)(C)COP(=O)([O-])[O-])O